2-(4-fluorophenyl)-4,5,6,7-tetrahydro-3aH-indazol-3-one FC1=CC=C(C=C1)N1N=C2CCCCC2C1=O